C(C)(C)(C)OC(=O)N1CC(N(CC1)C1=NN(C=C1)CCC(=O)OC)=O.CNC(CCN1N=C(C=C1)N1C(CN(CC1)C(=O)OC(C)(C)C)=O)=O tert-butyl 4-[1-[3-(methylamino)-3-oxo-propyl]pyrazol-3-yl]-3-oxo-piperazine-1-carboxylate tert-butyl-4-[1-(3-methoxy-3-oxo-propyl)pyrazol-3-yl]-3-oxo-piperazine-1-carboxylate